2-methyl-4-(4-((1-methyl-1H-pyrazolo[4,3-b]pyridin-6-yl)oxy)pyridin-2-yl)benzamide CC1=C(C(=O)N)C=CC(=C1)C1=NC=CC(=C1)OC=1C=C2C(=NC1)C=NN2C